ethyl 2-(3-(cyclopropylmethyl)-2-methoxyphenyl)acetate C1(CC1)CC=1C(=C(C=CC1)CC(=O)OCC)OC